COC(CS(NCC1=C(C=C(C=C1)C1=NOC(=N1)C(F)(F)F)F)(=O)=O)=O.ClC=1C=C(C=CC1)C#CC=1N(C(=C(N1)C(=O)N)C=1C=NC(=CC1)C)C 2-[2-(3-chlorophenyl)ethynyl]-1-methyl-5-(6-methyl-3-pyridyl)imidazole-4-carboxamide methyl-2-[[2-fluoro-4-[5-(trifluoromethyl)-1,2,4-oxadiazol-3-yl]phenyl]methylsulfamoyl]acetate